4-(6-chloro-3-quinolylamino)-2-{5-methoxy-6-[(1s,3s)-3-(dimethylamino)cyclobutoxy]-3-pyridylamino}pyrimidine ClC=1C=C2C=C(C=NC2=CC1)NC1=NC(=NC=C1)NC=1C=NC(=C(C1)OC)OC1CC(C1)N(C)C